ClC1=CC(=C(C=C1)C1=C(N(N=N1)C)CN1N=CC(=CC1=O)N1CC(C1)OC(F)F)F 2-((5-(4-chloro-2-fluoro-phenyl)-3-methyl-triazol-4-yl)methyl)-5-(3-(difluoromethoxy)azetidin-1-yl)pyridazin-3-one